(8-(4-(N,N-dimethylsulfamoyl)phenyl)-2-(((1R,4R)-4-methoxycyclohexyl)amino)pyrido[4,3-d]pyrimidin-5-yl)benzamide CN(S(=O)(=O)C1=CC=C(C=C1)C1=CN=C(C2=C1N=C(N=C2)NC2CCC(CC2)OC)C2=C(C(=O)N)C=CC=C2)C